2-N-[4-methoxy-3-(4,5,6,7-tetrahydro-1H-indazol-1-yl)phenyl]-4-N,6-dimethylpyrimidine-2,4-diamine COC1=C(C=C(C=C1)NC1=NC(=CC(=N1)NC)C)N1N=CC=2CCCCC12